BrC1=C(C2=C(N=C(N=C2)NC2=NC=C(C=C2)S(=O)(=O)N2CCNCC2)N(C1=O)C1CCCC1)C 6-Bromo-8-cyclopentyl-5-methyl-2-[5-(piperazine-1-sulfonyl)-pyridin-2-ylamino]-8H-pyrido[2,3-d]pyrimidin-7-one